C[Si](CCOCOCOC)(C)C [2-(trimethylsilyl)ethoxy]methylal